C(C)(=O)[O-].C(C)(=O)[O-].[Cu+2].CN(C)C(C)(O)OCC (N,N-dimethyl)amino-ethoxyethanol copper (II) diacetate